2-(2-chloro-4-(trifluoromethoxy)phenoxy)ethyl-nicotinamide ClC1=C(OCCC2=C(C(=O)N)C=CC=N2)C=CC(=C1)OC(F)(F)F